OC1OC2=C(OC1)C=CC=C2N2C(CNCC2)C 3-Hydroxy-5-(2-methylpiperazin-1-yl)-2,3-dihydro-1,4-benzodioxine